1'-(p-tolylthio)-3'-((p-tolylthio)methyl)spiro[cyclopropane-1,5'-inden]-7'(6'H)-one C1(=CC=C(C=C1)SC=1C=C(C2=CC3(CC(C12)=O)CC3)CSC3=CC=C(C=C3)C)C